8-chloro-1-(2,6-dichlorophenyl)-2-(difluoromethyl)-5-((2,2-dimethyl-1,3-dioxolan-4-yl)methoxy)-1,6-naphthyridin-4(1H)-one ClC=1C=NC(=C2C(C=C(N(C12)C1=C(C=CC=C1Cl)Cl)C(F)F)=O)OCC1OC(OC1)(C)C